O1CCC(CC1)NS(=O)(=O)C1=CC=C(C=C1)S(=O)(=O)Cl 4-(N-(tetrahydro-2H-pyran-4-yl)sulfamoyl)benzenesulfonyl chloride